[2-[4-[6-(dimethylamino)pyridin-3-yl]phenyl]-1,3-benzothiazol-6-yl] 3-[2-[[2-[2,6-bis(oxidanylidene)piperidin-3-yl]-1-oxidanylidene-3H-isoindol-5-yl]oxy]ethoxy]propanoate O=C1NC(CCC1N1C(C2=CC=C(C=C2C1)OCCOCCC(=O)OC1=CC2=C(N=C(S2)C2=CC=C(C=C2)C=2C=NC(=CC2)N(C)C)C=C1)=O)=O